O=C1NC(CCC1N1C(C2=CC=CC(=C2C1)OCC(=O)O)=O)=O {[2-(2,6-dioxopiperidin-3-yl)-1-oxo-3H-isoindol-4-yl]oxy}acetic acid